4-((5-(5-Fluoro-3-hydroxy-3-methyl-2-oxoindolin-1-yl)pyridin-3-yl)methyl)phthalazin-1(2H)-on FC=1C=C2C(C(N(C2=CC1)C=1C=C(C=NC1)CC1=NNC(C2=CC=CC=C12)=O)=O)(C)O